C1(C2C(C(=O)O1)CCCC2)=O hexahydrophthalic acid (anhydride)